(4R)-1'-(6-amino-5-((2-amino-3-chloropyridin-4-yl)thio)pyrazin-2-yl)-1-methylspiro[bicyclo[3.1.0]hexane-3,4'-piperidin]-4-amine NC1=C(N=CC(=N1)N1CCC2(CC1)CC1(CC1[C@H]2N)C)SC2=C(C(=NC=C2)N)Cl